BrC1=CC(=C2C(=N1)C(CC2)(C)C)CO (2-bromo-7,7-dimethyl-6,7-dihydro-5H-cyclopenta[b]pyridin-4-yl)methanol